(2-chloro-6-methoxyphenyl)-3-(4-(4-methylpiperazin-1-yl)phenyl)-1H-pyrazolo[3,4-c]pyridine ClC1=C(C(=CC=C1)OC)N1N=C(C=2C1=CN=CC2)C2=CC=C(C=C2)N2CCN(CC2)C